6-Methyl-N-(1-(naphthalen-1-yl)ethyl)-2-oxo-1,2-dihydroquinoline-7-carboxamide CC=1C=C2C=CC(NC2=CC1C(=O)NC(C)C1=CC=CC2=CC=CC=C12)=O